COC(=O)C1=C(C2=C(C3=NC=C(C=C3N2)C2=C(N=NN2C)C)N1C)C(C1=NC=CC=C1)C1=NC=CC=C1 (bis(pyridin-2-yl)methyl)-6-(1,4-dimethyl-1H-1,2,3-triazol-5-yl)-1-methyl-1,4-dihydropyrrolo[2',3':4,5]pyrrolo[3,2-b]pyridine-2-carboxylic acid methyl ester